OCC[C@@H]1NC[C@H](N(C1)C(=O)OC(C)(C)C)C tert-butyl (2R,5S)-5-(2-hydroxyethyl)-2-methylpiperazine-1-carboxylate